tris(nonylphenyl)pentaerythritol diphosphite OP(O)OP(O)O.C(CCCCCCCC)C1=C(C=CC=C1)C(C(C(O)(C1=C(C=CC=C1)CCCCCCCCC)C1=C(C=CC=C1)CCCCCCCCC)(CO)CO)O